C(C1=CC=CC=C1)=C(C(=O)OCC1=CC=CC=C1)CC(=O)OC 1-benzyl 4-methyl 2-benzylidenesuccinate